C(C)(C)OC([C@@](CC(C)(C)C)(C=1C=C2C=CC(=NC2=CC1)C=O)NC(=O)OCC1=CC=CC=C1)=O (R)-2-(((benzyloxy)carbonyl)amino)-2-(2-formylquinolin-6-yl)-4,4-dimethylvaleric acid isopropyl ester